C(C)(C)(C)OC(=O)N1CC(CCC1)C(=O)O (tert-butoxycarbonyl)piperidine-3-carboxylic acid